ClC1=CC=C(C=C1)C1=NN=C(C=2N1C=CN2)N[C@H]2CN(CCC2)C 5-(4-chlorophenyl)-N-[(3R)-1-methyl-3-piperidinyl]imidazo[1,2-d][1,2,4]triazin-8-amine